ClC=1N=C2C(=C(C(N(C2=CC1)C)=O)C#N)N1CCC(CC1)NC1=CC=C(C=C1)Cl 6-chloro-4-[4-(4-chloroanilino)-1-piperidyl]-1-methyl-2-oxo-1,5-naphthyridine-3-carbonitrile